N-[4-[2-(2-Aminoethoxy)ethylcarbamoyl]-3-ethylphenyl]-5-(2-chloro-4-methoxyphenyl)-1-methylimidazol-2-carboxamid NCCOCCNC(=O)C1=C(C=C(C=C1)NC(=O)C=1N(C(=CN1)C1=C(C=C(C=C1)OC)Cl)C)CC